C(C)(C)(C)C=1C=C(C=C(C1O)C(C)(C)C)CCC(=O)OCC(COC(CCC1=CC(=C(C(=C1)C(C)(C)C)O)C(C)(C)C)=O)(COC(CCC1=CC(=C(C(=C1)C(C)(C)C)O)C(C)(C)C)=O)COC(CCC1=CC(=C(C(=C1)C(C)(C)C)O)C(C)(C)C)=O pentaerythritol-tetrakis-[3-(3,5-di-tert-butyl-4-hydroxyphenyl) propionate]